(1S,3S,5S)-N-((R)-1-(5-carbamimidoylthiophen-2-yl)ethyl)-5-methyl-2-((4-(p-tolyloxy)benzoyl)glycyl)-2-azabicyclo[3.1.0]hexane-3-carboxamide C(N)(=N)C1=CC=C(S1)[C@@H](C)NC(=O)[C@H]1N([C@H]2C[C@]2(C1)C)C(CNC(C1=CC=C(C=C1)OC1=CC=C(C=C1)C)=O)=O